7-amino-4-cyclopropyl-8-(3-hydroxy-2,6-dimethylphenyl)-8H-pyrrolo[3,2-e][1,2,4]triazolo[1,5-a]pyridine-6-carboxamide NC1=C(C=2C=C(C=3N(C2N1C1=C(C(=CC=C1C)O)C)N=CN3)C3CC3)C(=O)N